tert-butyl (S)-1-((2S,4R)-2-(((R)-2-Hydroxy-1-(4-(4-methylthiazol-5-yl)phenyl)ethyl)carbamoyl)-4-hydroxypyrrolidin-1-yl)-3,3-dimethyl-1-oxobutan-2-ylcarbamate OC[C@@H](C1=CC=C(C=C1)C1=C(N=CS1)C)NC(=O)[C@H]1N(C[C@@H](C1)O)C([C@H](C(C)(C)C)NC(OC(C)(C)C)=O)=O